CC1=CC(=NN1C1=CC=C(C=C1)OC(F)(F)F)N1CC2N(CC1)CCC(C2)N2CCOCC2 4-[2-[5-methyl-1-[4-(trifluoromethoxy)phenyl]pyrazol-3-yl]-1,3,4,6,7,8,9,9a-octahydropyrido[1,2-a]pyrazin-8-yl]morpholine